5-(8-fluoroimidazo[1,2-a]pyridin-6-yl)-4-methoxy-N-((4r,7r)-1-oxaspiro[3.5]nonan-7-yl)-7H-pyrrolo[2,3-d]pyrimidin-2-amine FC=1C=2N(C=C(C1)C1=CNC=3N=C(N=C(C31)OC)NC3CCC1(CCO1)CC3)C=CN2